(7-((3S,4R)-4-(2-chlorophenyl)-6,6-dimethyltetrahydro-2H-pyran-3-carbonyl)-6-methyl-2,7-diazaspiro[3.5]nonan-2-yl)prop-2-en-1-one ClC1=C(C=CC=C1)[C@H]1[C@@H](COC(C1)(C)C)C(=O)N1C(CC2(CN(C2)C(C=C)=O)CC1)C